CC1=NN2C(N=C(C=C2N(CC2=CC=C(C=C2)C2=CC=NN2C)C)C)=C1C=1C(=CC(=NC1)N(C)C)C 5-{2,5-dimethyl-7-[methyl({[4-(1-methyl-1H-pyrazol-5-yl)phenyl]methyl})amino]pyrazolo[1,5-a]pyrimidin-3-yl}-N,N,4-trimethylpyridin-2-amine